Di-tert-butyl-(2',4',6'-triisopropyl-[1,1'-biphenyl]-2-yl)phosphine C(C)(C)(C)P(C1=C(C=CC=C1)C1=C(C=C(C=C1C(C)C)C(C)C)C(C)C)C(C)(C)C